2-isobutyl-4-methyl-2H-pyran C(C(C)C)C1OC=CC(=C1)C